2-[1-(ethylimino)ethyl]pyridin C(C)N=C(C)C1=NC=CC=C1